2-fluoro-4-(methylsulfonyl)-6-(6-azaspiro[2.5]octan-6-yl)benzonitrile FC1=C(C#N)C(=CC(=C1)S(=O)(=O)C)N1CCC2(CC2)CC1